ClC=1C=C2C(=CC(=C(C2=CC1)OC(C(=C)C)=O)SC1=CC=CC=C1)OC 6-chloro-2-phenylthio-4-Methoxy-1-methacryloyloxynaphthalene